tert-butyl (2-((2-amino-4-(ethoxy(propyl)carbamoyl)-3H-benzo[b]azepin-8-yl)sulfonyl)-5,8,11,14,17,20,23,26,29,32-decaoxa-2-azatetratriacontan-34-yl)carbamate NC=1CC(=CC2=C(N1)C=C(C=C2)S(=O)(=O)N(C)CCOCCOCCOCCOCCOCCOCCOCCOCCOCCOCCNC(OC(C)(C)C)=O)C(N(CCC)OCC)=O